C1=CC=C2C=C(C=CC2=C1)NC(=O)[C@H](CCCN)N The molecule is an L-ornithine derivative that is the amide obtained by formal condensation of the carboxy group of L-ornithine with the amino group of 2-naphthylamine. It has a role as a chromogenic compound. It is a N-(2-naphthyl)carboxamide, an amino acid amide and a L-ornithine derivative.